S(=O)(=O)(O)C1C(=O)N(C(C1)=O)OC(CCCCCNC1=C(C=C(C=C1)N=[N+]=[N-])[N+](=O)[O-])=O 6-[(4-azido-2-nitrophenyl)amino]caproic acid sulfosuccinimidyl ester